N1(C=NC2=C1C=CC=C2)C2=CC=C(C=C2)NC(=O)NC=2N(N=C(C2)C(C)(C)C)C2=CC=C(C=C2)F 1-(4-benzoimidazol-1-yl-phenyl)-3-[5-tert-butyl-2-(4-fluoro-phenyl)-2H-pyrazol-3-yl]-urea